C(CCCCCCC)OC(C(CCC(=O)OCCCCCCCC)CC1=CC(=C(C(=C1)C(C)(C)C)O)C(C)(C)C)=O dioctyl-α-(3,5-di-tert-butyl-4-hydroxybenzyl)glutarate